ClC=1C=C(C=CC1Cl)C(CN(C)C)NS(=O)(=O)C1=CC=C(C=C1)C1=NC=CC=C1 N-(1-(3,4-dichlorophenyl)-2-(dimethylamino)ethyl)-4-(pyridin-2-yl)benzenesulfonamide